CN(CC(COCCCCCCCCCCCC)OCCCCCCCCCCCC)C N,N-dimethyl-2,3-bis(dodecyl-oxy)propan-1-amine